L-alanyl-L-valine methyl ester COC([C@@H](NC([C@@H](N)C)=O)C(C)C)=O